iso-propyl acrylate C(C=C)(=O)OC(C)C